3-((4-(4-methylpiperazin-1-yl)phenyl)amino)-1,7-naphthyridine-2-carboxamide CN1CCN(CC1)C1=CC=C(C=C1)NC=1C(=NC2=CN=CC=C2C1)C(=O)N